C1(=CC=CC=C1)\C=C\C=C\C1=CC=CC=C1 (1E,3E)-1,4-Diphenyl-1,3-butadiene